CCCCNC(=O)[C@H](C)NC(=O)[C@@H](C1=CC=CC=C1)N The molecule is a dipeptide consisting of N-butyl-L-alaninamide having an (R)-2-amino-2-phenylacetyl residue attached to its alpha-amino nitrogen. It is a dipeptide and a L-alanine derivative.